CC1=C(C(=CC=C1)C)C1=NC(=NC(=C1)OC[C@@H](CC(C)(C)F)NCC1=NC=C(C=N1)OC(C)C)NS(=O)(=O)C=1C=C(C(=O)O)C=CC1 3-[[4-(2,6-Dimethylphenyl)-6-[(2R)-4-fluoro-2-[(5-isopropoxypyrimidin-2-yl)methylamino]-4-methyl-pentoxy]pyrimidin-2-yl]sulfamoyl]benzoic acid